FC(F)C1=NN(C=C1C(=O)NC1=C2[C@H](CC(C2=CC=C1)(C)C)C)C (difluoromethyl)-1-methyl-N-[(3S)-1,1,3-trimethyl-2,3-dihydro-1H-inden-4-yl]-1H-pyrazole-4-carboxamide